1-(4-(5-(2-(4-cyclopropylpyridin-2-yl)acetamido)-1,3,4-thiadiazol-2-yl)-2-fluorobutyl)-N-((5-(trifluoromethyl)pyridin-3-yl)methyl)-1H-1,2,3-triazole-4-carboxamide C1(CC1)C1=CC(=NC=C1)CC(=O)NC1=NN=C(S1)CCC(CN1N=NC(=C1)C(=O)NCC=1C=NC=C(C1)C(F)(F)F)F